N-(3-(1-((4-Methyl-4H-1,2,4-triazol-3-yl)thio)ethyl)phenyl)-1,8-naphthyridine-2-carboxamide CN1C(=NN=C1)SC(C)C=1C=C(C=CC1)NC(=O)C1=NC2=NC=CC=C2C=C1